2-((1r,4r)-4-(2-(1H-imidazol-4-yl)imidazo[4,5-d]Pyrrolo[2,3-b]Pyridin-1(6H)-yl)cyclohexyl)acetonitrile C1CC(CCC1CC#N)N2C3=C4C=CNC4=NC=C3N=C2C5=CN=CN5